3-[3-(pyridin-4-yl)-4,5,6,7-tetrahydropyrazolo[1,5-a]pyrazin-2-yl]benzonitrile hydrochloride Cl.N1=CC=C(C=C1)C=1C(=NN2C1CNCC2)C=2C=C(C#N)C=CC2